Glycocyamin O=C(O)CNC(N)=N